NC(=S)NC(=S)NC(=S)N trithiotriuret